benzyl 4-{3-[4-(dibutoxymethyl)piperidin-1-yl]phenyl}piperidine-1-carboxylate C(CCC)OC(C1CCN(CC1)C=1C=C(C=CC1)C1CCN(CC1)C(=O)OCC1=CC=CC=C1)OCCCC